(2-aminobenzo[d]thiazol-5-yl)-N-propylbenzamide NC=1SC2=C(N1)C=C(C=C2)C2=C(C(=O)NCCC)C=CC=C2